O1C=CC=2CN(CCC21)C=2OC1=C(C=C(C=C1C(C2)=O)C)C(C)NC2=C(C(=O)O)C=CC=C2 2-[1-[2-(6,7-Dihydro-4H-furo[3,2-c]pyridin-5-yl)-6-methyl-4-oxo-chromen-8-yl]ethylamino]benzoic acid